N-(1-(1-(2,4-bis(trifluoromethyl)phenyl)ethyl)-1H-pyrazol-4-yl)-3-(pyridin-2-yl)isoxazole-5-carboxamide FC(C1=C(C=CC(=C1)C(F)(F)F)C(C)N1N=CC(=C1)NC(=O)C1=CC(=NO1)C1=NC=CC=C1)(F)F